4-(4,4,5,5-tetramethyl-1,3,2-dioxaborolan-2-yl)naphthalene CC1(OB(OC1(C)C)C1=CC=CC2=CC=CC=C12)C